tert-butyl (5S,5aS,6S,9R)-2-chloro-12-(ethylsulfonyl)-1-fluoro-5-methyl-4,5,5a,6,7,8,9,10-octahydro-3,10a,11,13,14-pentaaza-6,9-methanonaphtho[1,8-ab]heptalene-14-carboxylate ClC=1C(=C2N=C(N=C3C2=C(C[C@@H]([C@H]2[C@@H]4CC[C@H](CN32)N4C(=O)OC(C)(C)C)C)N1)S(=O)(=O)CC)F